COC1=CC=C(CN2N=C(C=3C2=NC(=CN3)N3CCC(CC3)(C)NC(OC(C)(C)C)=O)SC=3C(=NC=CC3)C(NC)=O)C=C1 tert-Butyl (1-(1-(4-methoxybenzyl)-3-((2-(methylcarbamoyl)pyridin-3-yl)thio)-1H-pyrazolo[3,4-b]pyrazin-6-yl)-4-methylpiperidin-4-yl)carbamate